difluoromethyl-oxalic acid phosphate P(=O)(O)(O)O.FC(F)OC(C(=O)O)=O